NC1=CC=C(C=C1)C=1N=NN(C1NC(O[C@H](C)C=1C(=NC=CC1)Cl)=O)C (R)-1-(2-chloropyridin-3-yl)ethyl (4-(4-aminophenyl)-1-methyl-1H-1,2,3-triazol-5-yl)carbamate